(E)-N-(4-(3-chloro-4-fluorophenyl)-5,6-dihydro-4H-pyrido[2,3,4-de]quinazolin-7-yl)-4-(pyrrolidin-1-yl)but-2-eneamide ClC=1C=C(C=CC1F)N1CCC=2C=3C1=NC=NC3C=CC2NC(\C=C\CN2CCCC2)=O